2-(methylamino)-N-(pyren-2-ylmethyl)acetamide CNCC(=O)NCC1=CC2=CC=C3C=CC=C4C=CC(=C1)C2=C43